1-ethyl-2-{2-[(1S)-1-methoxyethyl]pyridin-3-yl}indole C(C)N1C(=CC2=CC=CC=C12)C=1C(=NC=CC1)[C@H](C)OC